N1-(2-fluorophenyl)-N4,N4-dimethyl-2-nitrobenzene-1,4-disulfonamide FC1=C(C=CC=C1)NS(=O)(=O)C1=C(C=C(C=C1)S(=O)(=O)N(C)C)[N+](=O)[O-]